C(C1=CC=CC=C1)NC1=NC(=NN2C1=CC=C2)N2C(=CC1=C(C=CC=C21)NC(=O)C2CC2)C N-(1-(4-(benzylamino)pyrrolo[2,1-f][1,2,4]triazin-2-yl)-2-methyl-1H-indol-4-yl)cyclopropanecarboxamide